2-(6-{5-chloro-2-[(oxacyclohex-4-yl)amino]pyrimidin-4-yl}-1-oxo-2,3-dihydro-1H-isoindol-2-yl)-N-[(1R)-2-hydroxy-1-(3-methoxyphenyl)ethyl]acetamide ClC=1C(=NC(=NC1)NC1CCOCC1)C1=CC=C2CN(C(C2=C1)=O)CC(=O)N[C@@H](CO)C1=CC(=CC=C1)OC